2-(6-(((1S,4S,5S,6S)-6-fluoro-2-azabicyclo[2.2.2]octan-5-yl)(methyl)amino)pyridazin-3-yl)-5-(4-methyl-1H-imidazol-1-yl)phenol F[C@@H]1[C@H]([C@@H]2CN[C@H]1CC2)N(C2=CC=C(N=N2)C2=C(C=C(C=C2)N2C=NC(=C2)C)O)C